C(C1=CC=CC=C1)NC(CC1=NC=C(C=C1)C1=C(C=C(C=C1)OCCC(C)(C)O)Cl)=O N-benzyl-2-(5-(2-chloro-4-(3-hydroxyl-3-Methylbutoxy)phenyl)pyridin-2-yl)acetamide